CN1N=C(C(C=C1C)=O)C(=O)N 1,6-dimethyl-4-oxopyridazine-3-carboxamide